C(CCCCC(=O)O)(=O)O.C(CCC)C(CO)(CO)CC (2-butyl-2-ethyl-1,3-propanediol) adipate